1-(2-(6-Chloro-1-(3,4-dichlorophenyl)-2-(phenylamino)-9H-carbazol-9-yl)ethyl)guanidine ClC=1C=C2C=3C=CC(=C(C3N(C2=CC1)CCNC(=N)N)C1=CC(=C(C=C1)Cl)Cl)NC1=CC=CC=C1